5-((((2'-(3-((4-(((1-acetylpiperidin-4-yl)amino)methyl)-3-fluoropyridin-2-yl)amino)-2-chlorophenyl)-6-methoxy-3'-methyl-[2,4'-bipyridin]-5-yl)methyl)amino)methyl)pyrrolidin-2-one C(C)(=O)N1CCC(CC1)NCC1=C(C(=NC=C1)NC=1C(=C(C=CC1)C1=NC=CC(=C1C)C1=NC(=C(C=C1)CNCC1CCC(N1)=O)OC)Cl)F